(2S)-2-(5-(3-(4-(((tetrahydro-2H-pyran-2-yl)oxy)methyl)-2-oxabicyclo[2.2.2]oct-1-yl)-1H-pyrazol-5-yl)-1H-imidazol-1-yl)propan-1-ol O1C(CCCC1)OCC12COC(CC1)(CC2)C2=NNC(=C2)C2=CN=CN2[C@H](CO)C